SCC[Si](OC)(C)C (2-mercaptoethyl)dimethyl-(methoxy)silane